4-methylpyrazolol CC=1C(=NNC1)O